tris(tribromophenoxy)-s-triazine C1=C(C=C(C(=C1Br)OC2=NC(=NC(=N2)OC3=C(C=C(C=C3Br)Br)Br)OC4=C(C=C(C=C4Br)Br)Br)Br)Br